1-(cyclopropylmethyl)-3-(4-fluorophenyl)-N-(4-((7-methyl-5,6,7,8-tetrahydropyrido[3,4-d]pyrimidine-4-yl)oxy)phenyl)-2,4-dioxo-1,2,3,4-tetrahydropyrimidine-5-carboxamide C1(CC1)CN1C(N(C(C(=C1)C(=O)NC1=CC=C(C=C1)OC=1C2=C(N=CN1)CN(CC2)C)=O)C2=CC=C(C=C2)F)=O